CC1=CC=C2C(=N1)OC(=C2)C(=O)N 6-methylfuro[2,3-b]pyridine-2-carboxamide